(12aR)-9-bromo-10-chloro-7-iodo-3,4,12,12a-tetrahydro-6H-pyrazino[2,1-c][1,4]benzoxazepine-2(1H)-carboxylic acid tert-butyl ester C(C)(C)(C)OC(=O)N1C[C@@H]2COC3=C(CN2CC1)C(=CC(=C3Cl)Br)I